(2R,3R,4R,5S)-5-[(3-bromo-1,2,4-thiadiazol-5-yl)amino]-2-(hydroxymethyl)oxacyclohexane-3,4-diol BrC1=NSC(=N1)N[C@@H]1[C@H]([C@H]([C@H](OC1)CO)O)O